methoxystyrene tertiary butyl-benzoate C(C)(C)(C)OC(C1=CC=CC=C1)=O.COC=CC1=CC=CC=C1